OC1=CC=C(C=C1)NC=1C=C(C(NC1)=O)C1=C2C=CNC2=CC=C1 5-((4-Hydroxyphenyl)amino)-3-(1H-indol-4-yl)pyridin-2(1H)-one